2-(5-(((1-(2,5-difluoropyridin-3-yl)ethoxy)carbonyl)amino)-1-methyl-1H-pyrazol-4-yl)pyrimidine-5-carboxylic acid ethyl ester C(C)OC(=O)C=1C=NC(=NC1)C=1C=NN(C1NC(=O)OC(C)C=1C(=NC=C(C1)F)F)C